5-fluoro-8-(4-fluorophenyl)-9-(1-isopropyl-5,5-dimethyl-2,4-imidazolindione-3-yl)-8,9-dihydro-2H-pyrido[4,3,2-de]phthalazin-3(7H)-one FC=1C=C2C=3C(=NNC(C3C1)=O)C(C(N2)C2=CC=C(C=C2)F)N2C(N(C(C2=O)(C)C)C(C)C)=O